CC=1C(=C(C=C(C1)C(F)(F)F)O)C1=CC2=C(N=N1)N(CCN2C)[C@H]2CN(CCC2)C 3-Methyl-2-{5-methyl-8-[(3R)-1-methylpiperidin-3-yl]-5,6,7,8-tetrahydropyrazino[2,3-c]pyridazin-3-yl}-5-(trifluoromethyl)phenol